FC(C1=C(C(=O)N2C[C@H](N(CC2)C2=CC=C(C(=C2C(=O)N[C@H]2CNCC2)F)C=2C(=NC=CC2)OCC)CC)C=CC(=C1)F)F 6-[(2R)-4-[2-(difluoromethyl)-4-fluorobenzoyl]-2-ethylpiperazin-1-yl]-3-(2-ethoxypyridin-3-yl)-2-fluoro-N-[(3R)-pyrrolidin-3-yl]benzamide